1-methyl-3-phenyl-1,4,5,6-tetrahydropyrrolo[3,4-c]pyrazole TFA salt OC(=O)C(F)(F)F.CN1N=C(C2=C1CNC2)C2=CC=CC=C2